2-(((3R,4S)-4-Fluoro-1-methylpyrrolidin-3-yl)amino)-5-(imidazo[1,2-a]pyrimidin-6-yl)pyrrolo[2,1-f][1,2,4]triazin-4-ol F[C@@H]1[C@@H](CN(C1)C)NC1=NN2C(C(=N1)O)=C(C=C2)C=2C=NC=1N(C2)C=CN1